7-methyl-indole-1-carboxylate CC=1C=CC=C2C=CN(C12)C(=O)[O-]